cyanoboranuide sodium [Na+].C(#N)[BH3-]